ClC1=C(C=CC(=N1)[C@@H](CN1C[C@H]2[C@@H](C1)CC(C2)OC2=CC=CC=C2)O)O (3aS,5S,6aR)-2-((R)-2-(6-chloro-5-hydroxypyridin-2-yl)-2-hydroxyethyl)-5-phenoxyhexahydrocyclopenta[c]pyrrol